C(C)(C)(C)NC(=O)C1=C(C2=C(N=C(N=C2C2=CC(=CC=C2)NC(CN2CCOCC2)=O)SC)S1)N tert-butyl-5-amino-2-methylsulfanyl-4-(3-(2-(morpholin-4-yl)-acetamido)-phenyl)-thieno[2,3-d]pyrimidine-6-carboxamide